Cl.C1=CC=CC=C1 benzene hydrochloride